2,2'-dimethyl-4,4'-(1,3-dimethylbutylidene)diphenol CC1=C(C=CC(=C1)C(CC(C)C)(C)C1=CC(=C(C=C1)O)C)O